ClC=1C=C(C(=O)N2CC=3C(=NN4C3C(N(C[C@H]4C(=O)NC)C(C)C4=CC=C(C=C4)S(=O)(=O)C)=O)C[C@H]2C)C=CC1Cl (3R,7S)-2-(3,4-dichlorobenzoyl)-N,3-dimethyl-9-(1-(4-(methylsulfonyl)phenyl)ethyl)-10-oxo-1,2,3,4,7,8,9,10-octahydropyrido[4',3':3,4]pyrazolo[1,5-a]pyrazine-7-carboxamide